C1CCC2=C(C=CC=C12)NC1=C(C=C2C(=N1)NN=C2NCC(=O)OC)F methyl (6-((2,3-dihydro-1H-inden-4-yl)amino)-5-fluoro-1H-pyrazolo[3,4-b]pyridin-3-yl)glycinate